tert-butyl (R)-4-(l-1-(3-chloro-4-fluorophenyl)-3-methoxy-6-oxo-10-(trifluoromethyl)-3,4-dihydro-2H,6H-[1,4]thiazepino[2,3,4-ij]quinazolin-8-yl)piperazine-1-carboxylate ClC=1C=C(C=CC1F)S1C[C@H](CN2C(N=C(C3=CC(=CC1=C23)C(F)(F)F)N2CCN(CC2)C(=O)OC(C)(C)C)=O)OC